O1C(CCCC1)O[C@@H](C)C=1N(C=CN1)CC1=NOC(=C1)C1=CC=C(C=C1)C#CC=1C=CC(=NC1)C#N 5-((4-(3-((2-((1S)-1-((tetrahydro-2H-pyran-2-yl)oxy)ethyl)-1H-imidazol-1-yl)methyl)isoxazol-5-yl)phenyl)ethynyl)picolinonitrile